di-tert-butyl (4-amino-4-methylheptane-1,7-diyl)dicarbamate NC(CCCNC(OC(C)(C)C)=O)(CCCNC(OC(C)(C)C)=O)C